methyl-3-triethoxysilylpropylether CC(CCOCCC(C)[Si](OCC)(OCC)OCC)[Si](OCC)(OCC)OCC